C(CCCCCCC\C=C/CCCCCCCC)(=O)OC(CO)CO 1,3-dihydroxy-2-propanyl (9Z)-9-octadecenoate